FC1(S([N-]S(C(C1(F)F)(F)F)(=O)=O)(=O)=O)F.[Li+] lithium 4,4,5,5,6,6-hexafluoro-1,3,2-dithiazinan-2-ide 1,1,3,3-tetraoxide